C1(=CC=CC=C1)S(=O)(=O)N[C@@H](CC1=C(C(=N)N)C=CC=C1)C=1SC2=C(N1)C=CC(=C2)OC |r| 2-[rac-(2S)-2-(benzenesulfonamido)-2-(6-methoxy-1,3-benzothiazol-2-yl)ethyl]benzamidine